N1N=NN=C1C=1C=C(C=CC1)C1=NN(C(C2=CC=CC=C12)=O)C1=CC=C(C=C1)F 4-(3-(1H-Tetrazol-5-yl)phenyl)-2-(4-fluorophenyl)phthalazin-1(2H)-one